2-((2-ethyl-6-(2-(pyrrolidine-1-carbonyl)pyrimidin-5-yl)imidazo[1,2-a]pyridin-3-yl)(methyl)amino)-4-(4-fluorophenyl)thiazole-5-carbonitrile C(C)C=1N=C2N(C=C(C=C2)C=2C=NC(=NC2)C(=O)N2CCCC2)C1N(C=1SC(=C(N1)C1=CC=C(C=C1)F)C#N)C